O=C1OCCC1 2-oxo-tetrahydro-furan